4-(1-{4-[(5-amino-3-tert-butyl-pyrazole-1-carbonyl)-amino]-phenyl}-1H-benzimidazol-5-yloxy)-pyridine-2-carboxylic acid methylamide CNC(=O)C1=NC=CC(=C1)OC1=CC2=C(N(C=N2)C2=CC=C(C=C2)NC(=O)N2N=C(C=C2N)C(C)(C)C)C=C1